C1(CC1)N1C=CC=2C1=CN=C(C2)NC(C)=O N-(1-cyclopropyl-1H-pyrrolo[2,3-c]pyridin-5-yl)acetamide